ClC=1C(=NC=C(C1)[N+](=O)[O-])N1N=CC(=C1)O 1-(3-Chloro-5-nitropyridin-2-yl)-1H-pyrazol-4-ol